BrC1C=CN(S1)C=1C=NC(=CC1)N1CCCCC1 5-bromo-2-(6-(piperidin-1-yl)pyridin-3-yl)thiazoleN